ClC1=CC(=C(C=C1)C1(OC2=C(O1)C=CC=C2C2=CC=C(C(N2)=O)CC=2N(C1=C(N2)C=CC(=C1)C(=O)O)CCOC)C)F 2-[[6-[2-(4-chloro-2-fluoro-phenyl)-2-methyl-1,3-benzodioxol-4-yl]-2-oxo-1H-pyridin-3-yl]methyl]-3-(2-methoxyethyl)benzimidazole-5-carboxylic acid